6-fluoro-1-methyl-3-nitro-4-(4-(4-(trifluoromethoxy)phenoxy)piperidin-1-yl)quinolin-2(1H)-one FC=1C=C2C(=C(C(N(C2=CC1)C)=O)[N+](=O)[O-])N1CCC(CC1)OC1=CC=C(C=C1)OC(F)(F)F